t-butoxycarbonyltrifluoromethylsulfonamide C(C)(C)(C)OC(=O)NS(=O)(=O)C(F)(F)F